ClC=1SC(=CN1)CN1C=CC=C2C1=NC(N(C2=O)C(COC)CC)=O 8-((2-chlorothiazol-5-yl)methyl)-3-(1-methoxybutan-2-yl)pyrido[2,3-d]pyrimidin-2,4(3H)-dione